2-methyl-vinyl-imidazole ethyl-1-methyl-4-(((trifluoromethyl)sulfonyl)oxy)cyclohex-3-ene-1-carboxylate C(C)OC(=O)C1(CC=C(CC1)OS(=O)(=O)C(F)(F)F)C.CC=CC=1NC=CN1